FC1=C(N=C2N(N=C(C(=C2)C)N2CC=3C=C(C=NC3CC2)C(F)(F)F)C1=O)C 3-fluoro-2,8-dimethyl-7-(3-(trifluoromethyl)-7,8-dihydro-1,6-naphthyridin-6(5H)-yl)-4H-pyrimido[1,2-b]pyridazin-4-one